COC(=O)[C@H]1CN(CC1)CC1=CC(=C(C(=C1)C#N)O)N (R)-1-(3-amino-5-cyano-4-hydroxybenzyl)pyrrolidine-3-carboxylic acid methyl ester